1-(cyclohexylamino)-3-[4-[(E)-1,2-diphenylprop-1-enyl]phenoxy]propan-2-ol C1(CCCCC1)NCC(COC1=CC=C(C=C1)\C(=C(/C)\C1=CC=CC=C1)\C1=CC=CC=C1)O